1,2-dimethyl-3-phenylpyrazoline perchlorate Cl(=O)(=O)(=O)O.CN1N(C(=CC1)C1=CC=CC=C1)C